C(C)N1CCC2(CC2C(=O)N[C@@H](CCCCCC(CC)=O)C=2N=C(NC2C=2C=NN(C2)C)C2=CC=C(C=C2)F)CC1 6-ethyl-N-((S)-1-(2-(4-fluorophenyl)-5-(1-methyl-1H-pyrazol-4-yl)-1H-imidazol-4-yl)-7-oxononyl)-6-azaspiro[2.5]octane-1-carboxamide